[Si](C)(C)(C(C)(C)C)OCCN1CCN(CC1)C1=CC(=NC=2N1N=C(C2C2=CC=CC=C2)C)C=2C=C(C=CC2)C#CCCCCCCC(=O)OC Methyl 9-(3-(7-(4-(2-((tert-butyldimethylsilyl)oxy)ethyl)piperazin-1-yl)-2-methyl-3-phenylpyrazolo[1,5-a]pyrimidin-5-yl)phenyl)non-8-ynoate